FC1=CC(=C(C=C1)C1=CC(OC2=CC(=CC=C12)O[C@@H](C(=O)O)C)=O)NC(CCCCCCCCCCCCC)=O (2R)-2-[4-[4-fluoro-2-(tetradecanoylamino)phenyl]-2-oxo-chromen-7-yl]oxypropionic acid